L-cysteinyl-L-cysteine N[C@@H](CS)C(=O)N[C@@H](CS)C(=O)O